estra-4,9-diene-3,17-dione C[C@@]12C(CC[C@H]1[C@@H]1CCC3=CC(CCC3=C1CC2)=O)=O